C(C)(CC)C1C(NC2=C(CN1C(=O)C=1NC(C=CC1)=O)C=CC=C2)=O 3-(sec-butyl)-4-(6-oxo-1,6-dihydropyridine-2-carbonyl)-1,3,4,5-tetrahydro-2H-benzo[1,4]diazepin-2-one